C1(CC1)NC(C1=CC(=CC=C1)C=1N=NC(=CC1)NC1C[C@@H]2[C@@H](CN(C2)C([2H])([2H])C2CCOCC2)C1)=O N-cyclopropyl-3-(6-(((3aR,5s,6aS)-2-((tetrahydro-2H-pyran-4-yl)methyl-d2)octahydrocyclopenta[c]pyrrol-5-yl)amino)pyridazin-3-yl)benzamide